galactosyl-(1-4)-(pyranyl-fucosyl-(1-3))-N-acetylglucosamine C1([C@H](O)[C@@H](O)[C@@H](O)[C@H](O1)CO)O[C@H]1[C@@H]([C@H](C(O)O[C@@H]1CO)NC(C)=O)OC1([C@@H](O)[C@H](O)[C@H](O)[C@@H](O1)C)C1OC=CC=C1